1,4-dimethyl-6-(4-((6-methyl-2,6-diazaspiro[3.3]heptan-2-yl)methyl)phenyl)-2-(4-(methylsulfonyl)phenyl)-1H-benzo[d]imidazole CN1C(=NC2=C1C=C(C=C2C)C2=CC=C(C=C2)CN2CC1(C2)CN(C1)C)C1=CC=C(C=C1)S(=O)(=O)C